ClC1=CC=C(C2=CC=CC=C12)OCC1=CC=C(CC2=NOC(=C2)C=2C(=NC=CC2)N)C=C1 3-(3-(4-(((4-chloronaphthalen-1-yl)oxy)methyl)benzyl)isoxazol-5-yl)pyridin-2-amine